tert-butyl 2-[4-[5-(2,8-dimethylimidazo[1,2-a]pyridin-6-yl)-6-ethyl-2-pyridyl]piperazine-1-carbonyl]morpholine-4-carboxylate CC=1N=C2N(C=C(C=C2C)C=2C=CC(=NC2CC)N2CCN(CC2)C(=O)C2CN(CCO2)C(=O)OC(C)(C)C)C1